[Cl-].C(C)(C)(C)OC(CCC(=O)OC(C)OC(C(=O)OC1CC2CCC(C1)[N+]21CCCC1)(C1=CC=CC=C1)C1=CC=CC=C1)=O 3-(2-(1-((4-(tert-Butoxy)-4-oxobutanoyl)oxy)ethoxy)-2,2-diphenylacetoxy)spiro[bicyclo[3.2.1]octane-8,1'-pyrrolidin]-1'-ium chloride